phosphate-phthalazinone tert-butyl-2-[3-cyclopropyl-5-(trifluoromethyl)pyrazol-1-yl]acetate C(C)(C)(C)OC(CN1N=C(C=C1C(F)(F)F)C1CC1)=O.C1(NN=CC2=CC=CC=C12)=O.P(=O)(O)(O)O